C1(=CC=CC=C1)C=1C=C2C=3C=CC(=CC3NC2=CC1)C(C(=O)O)C 2-(6-Phenyl-9H-carbazol-2-yl)propanoic acid